4-(4-(4-(4-(dimethoxymethyl)piperidin-1-yl)phenyl)piperidin-1-yl)-2-(trifluoromethyl)benzonitrile COC(C1CCN(CC1)C1=CC=C(C=C1)C1CCN(CC1)C1=CC(=C(C#N)C=C1)C(F)(F)F)OC